2-(1,4-oxaazepan-4-yl)acetonitrile O1CCN(CCC1)CC#N